4-[[2-[(2-cyanophenyl)methyl-(2,3,4,5-tetrafluorophenyl)sulfonyl-amino]acetyl]-[(3,5-dicyclopropylphenyl)methyl]amino]-5-ethoxy-2-fluoro-benzoic acid C(#N)C1=C(C=CC=C1)CN(CC(=O)N(C1=CC(=C(C(=O)O)C=C1OCC)F)CC1=CC(=CC(=C1)C1CC1)C1CC1)S(=O)(=O)C1=C(C(=C(C(=C1)F)F)F)F